(S)-8-(difluoromethoxy)-8'-fluoro-3H-spiro[imidazo[1,2-a]pyridine-2,4'-isothiochroman]-6-carbonitrile FC(OC=1C=2N(C=C(C1)C#N)C[C@@]1(CSCC3=C(C=CC=C13)F)N2)F